4-(hydroxy(phenyl)methyl)piperidine-1-carboxylic acid tert-butyl ester C(C)(C)(C)OC(=O)N1CCC(CC1)C(C1=CC=CC=C1)O